ClC=1C(=C2C=NNC2=C(C1F)CN1N=C(C=C1)C)C=1N=CC=2N(C1)C=C(N2)NC(=O)[C@H]2[C@H](C2)F (1S,2S)-N-(6-(5-chloro-6-fluoro-7-((3-methyl-1H-pyrazol-1-yl)methyl)-1H-indazol-4-yl)imidazo[1,2-a]pyrazin-2-yl)-2-fluorocyclopropane-1-carboxamide